N-(6-(4-cyanopiperidin-1-yl)-2,2-dimethyl-2,3-dihydrobenzofuran-5-yl)pyrazolo[1,5-a]pyrimidine-3-carboxamide C(#N)C1CCN(CC1)C1=CC2=C(CC(O2)(C)C)C=C1NC(=O)C=1C=NN2C1N=CC=C2